Cl.N[C@H](C(=O)NCC1=CC=C(C=C1)C(C)C)CCC(=O)N (2S)-2-amino-N-[(4-isopropyl-phenyl)meth-yl]pentanedi-amide hydrochloride